5-oxooxocyclopentane-3-carboxamide O=C1CC(CC1=O)C(=O)N